CC=1C(=NC=C(C1)C)N1CCN(CC1)C(=O)C1=CC(=C(C=C1)C1(C(NC(N1)=O)=O)C)O 5-{4-[4-(3,5-dimethylpyridin-2-yl)piperazine-1-carbonyl]-2-hydroxyphenyl}-5-methylimidazolidine-2,4-dione